tert-butyl 1-[2-methoxy-4-(trifluoromethoxy)phenyl]cyclopropane-1-carboxylate COC1=C(C=CC(=C1)OC(F)(F)F)C1(CC1)C(=O)OC(C)(C)C